FC(C1=NN(C=C1NC(=O)C=1C=NN2C1N=C(C=C2)N2[C@H]1CO[C@@H](C2)C1)C1CCC(CC1)C=O)F N-[3-(difluoromethyl)-1-(4-formylcyclohexyl)pyrazol-4-yl]-5-[(1R,4R)-2-oxa-5-azabicyclo[2.2.1]hept-5-yl]pyrazolo[1,5-a]pyrimidine-3-carboxamide